thiadiazepino[7,6-b]phenanthridine-2-carboxylic acid 12,12-dioxide C1=C(C=CC=2C=NC=3C=C4C(=CC3C12)S(N=NC=C4)(=O)=O)C(=O)O